C(C1=CC=CC=C1)OC1=C(C=CC(=C1)OC)C(COC1=C2C=CC(OC2=CC=C1C=O)(C)C)=O 5-(2-(2-benzyloxy-4-methoxyphenyl)-2-oxoethoxy)-2,2-dimethyl-2H-chromen-6-carbaldehyde